C(CCCCCCCCCCCCCCC)C(CCCCCCCCCCCCCC(=O)O)(C(=O)O)CCCCCCCCCCCCCCCC dipalmityl-1,14-tetradecylenedicarboxylic acid